triethylene glycol pelargonate C(CCCCCCCC)(=O)OCCOCCOCCO